3-methyloxazolidin-2-one CN1C(OCC1)=O